spirobi(indene) C12(C=CC3=CC=CC=C13)C=CC1=CC=CC=C12